2,6-Difluoro-4-((S)-3-(methyl((S)-tetrahydrofuran-3-yl)amino)-3-(3-(trifluoromethyl)phenethyl)piperidin-1-yl)-N-(pyrimidin-4-yl)benzenesulfonamide FC1=C(C(=CC(=C1)N1C[C@@](CCC1)(CCC1=CC(=CC=C1)C(F)(F)F)N([C@@H]1COCC1)C)F)S(=O)(=O)NC1=NC=NC=C1